C(=O)(O)CN[C@@H](CCCCN)C(=O)O carboxymethyl-lysine